butyl 4-[6-[[2-[4-[2-(trifluoromethyl)-4-pyridyl]imidazol-1-yl]acetyl]amino]-3-pyridyl]piperazine-1-carboxylate FC(C1=NC=CC(=C1)C=1N=CN(C1)CC(=O)NC1=CC=C(C=N1)N1CCN(CC1)C(=O)OCCCC)(F)F